ClC1=CC=C(C=C1)C1=NOC(=N1)C1=CCCC(O1)(C)C (S)-6-(3-(4-chlorophenyl)-1,2,4-oxadiazol-5-yl)-2,2-dimethyl-3,4-dihydro-2H-pyran